N1-(2-(dimethylamino)ethyl)-N4-(4-(7-fluoro-2-methyl-3-(prop-1-en-2-yl)-2H-indazole-5-yl)pyrimidin-2-yl)-5-methoxy-N1-methyl-2-nitrobenzene-1,4-diamine CN(CCN(C1=C(C=C(C(=C1)OC)NC1=NC=CC(=N1)C1=CC2=C(N(N=C2C(=C1)F)C)C(=C)C)[N+](=O)[O-])C)C